C=C(C(=O)O)CC(OC(C(C)(C)C)C(C)(C)C)=O 2-methylene-4-oxo-4-((2,2,4,4-tetramethylpentan-3-yl)oxy)butanoic acid